BrC1=C(OC=2C(=NC=NC2)C2NCC23CN(C3)CC3CCOCC3)C=CC(=C1)F (5-(2-bromo-4-fluorophenoxy)pyrimidin-4-yl)-6-((tetrahydro-2H-pyran-4-yl)methyl)-2,6-diazaspiro[3.3]heptane